5,7-Dihydroxy-8-[5-hydroxy-2-(4-hydroxyphenyl)-7-methoxy-4-oxochromen-6-yl]-2-(4-methoxyphenyl)chromen-4-one OC1=C2C(C=C(OC2=C(C(=C1)O)C=1C(=C2C(C=C(OC2=CC1OC)C1=CC=C(C=C1)O)=O)O)C1=CC=C(C=C1)OC)=O